O1C(CCCC1)N1N=CC(=C1)C1=CC=C(C=N1)N 6-(1-tetrahydropyran-2-ylpyrazol-4-yl)pyridin-3-amine